OC(CN(CCCNC(CCCCCCC\C=C/CCCCCCCC)=O)CCCOCCCC)CO N-[3-[(2,3-dihydroxypropyl)(3-butyloxypropyl)amino]propyl]oleamide